C(C)(C)(C)OC(=O)N1CCC(CC1)(O[Si](C)(C)C(C)(C)C)CNC(=O)C 4-(Acetaminomethyl)-4-((tert-butyldimethylsilyl)oxy)piperidine-1-carboxylic acid tert-butyl ester